Cl.NC/C(/CN1N=CN(C1=O)CC1=CC=C(S1)C=1C=CC2=C(COC(N2)=O)C1)=C\F 6-[5-({1-[(2E)-2-(aminomethyl)-3-fluoroprop-2-en-1-yl]-5-oxo-1,5-dihydro-4H-1,2,4-triazol-4-yl}methyl)thiophen-2-yl]-1,4-dihydro-2H-3,1-benzoxazin-2-one hydrochloride